NCCS(=S)(=O)O Thiotaurin